ClC=1C(=CC=C2C=NN(C12)C1OCCCC1)\C=C(\C(=O)O)/F (2Z)-3-[7-chloro-1-(oxan-2-yl)indazol-6-yl]-2-fluoroprop-2-enoic acid